C(C=C)(=O)OCCOC(NCC(CC(CCNC([O-])=O)C)(C)C)=O acryloyloxyethyl-2,2,4-tri-methylhexamethylendicarbamat